CC1=NOC(=C1C1=CC=C2C=3N(C(COC31)C=3C(=NC=CC3)C(=O)OC)C(N2)=O)C Methyl 3-[7-(3,5-dimethylisoxazol-4-yl)-2-oxo-1,2,4,5-tetrahydroimidazo[1,5,4-de][1,4]benzoxazin-4-yl]pyridine-2-carboxylate